rac-N-(4-(2,5-difluorophenyl)-2-(5,5-difluorotetrahydro-2H-pyran-2-yl)pyridin-3-yl)-6-isopropoxynicotinamide FC1=C(C=C(C=C1)F)C1=C(C(=NC=C1)[C@@H]1OCC(CC1)(F)F)NC(C1=CN=C(C=C1)OC(C)C)=O |r|